2-(5-bromo-1-(1-((1s,4s)-4-isopropylcyclohexyl)piperidin-4-yl)-2-oxoindolin-3-yl)-N'-methylacetohydrazide BrC=1C=C2C(C(N(C2=CC1)C1CCN(CC1)C1CCC(CC1)C(C)C)=O)CC(=O)NNC